C1(CC1)[C@@H](CO)NC(=O)C=1C(N(N=C(C1)C1=CC=C(C=C1)C(F)(F)F)C=1C=NC=CC1)=O N-[(1S)-1-cyclopropyl-2-hydroxyethyl]-3-oxo-2-(pyridin-3-yl)-6-[4-(trifluoromethyl)phenyl]-2,3-dihydropyridazine-4-carboxamide